ClC=1C(=NC=CC1SC=1N=C2C(=NC1)N(C(=C2)Cl)COCC[Si](C)(C)C)NC(OC(C)(C)C)=O tert-butyl (3-chloro-4-((6-chloro-5-((2-(trimethylsilyl)ethoxy)methyl)-5H-pyrrolo[2,3-b]pyrazin-2-yl)thio)pyridin-2-yl)carbamate